CCC[C@@H](C)[C@H]1CC[C@H]2[C@@H]3CC=C4C[C@H](CC[C@]4(C)[C@H]3CC[C@]12C)O Cholan-6(5)-en-3beta-ol